CO[Si](CCCSC1C(C(CC(C1)C(=C)C)=O)C)(C)OC 3-((3-(dimethoxy(methyl)silyl)propyl)thio)-2-methyl-5-(prop-1-en-2-yl)cyclohexan-1-one